Cl.NC1CCC(CC1)CN1C(\C(\C2=CC(=C(C=C12)C(=O)NC1=CC=CC=C1)F)=C/C=1NC(=CC1C)C)=O (Z)-1-(((1r,4r)-4-aminocyclohexyl)methyl)-3-((3,5-dimethyl-1H-pyrrol-2-yl)methylene)-5-fluoro-2-oxo-N-phenylindoline-6-carboxamide hydrochloride